C1(=CC=CC2=CC=CC=C12)C(C)C1=C(C(=O)N)C=CC=C1 (1-(naphthalen-1-yl)ethyl)benzamide